3-((5-(3-phenoxyazetidine-1-carbonyl)-7H-pyrrolo[2,3-d]pyrimidin-4-yl)amino)pyrrolidine O(C1=CC=CC=C1)C1CN(C1)C(=O)C1=CNC=2N=CN=C(C21)NC2CNCC2